3-N-methylbenzene-1,3,5-triamine CNC=1C=C(C=C(C1)N)N